(R)-N-methyl-N-(4-(oxiran-2-ylmethoxy)phenyl)methanesulfonamide CN(S(=O)(=O)C)C1=CC=C(C=C1)OC[C@@H]1OC1